C1(CC1)C1=NC(=CC2=C1CNC2=O)CN2C[C@H](CCC2)C 4-cyclopropyl-6-(((S)-3-methylpiperidin-1-yl)methyl)-2,3-dihydro-1H-pyrrolo[3,4-c]pyridin-1-one